5-(3,5-dimethylpiperazin-1-yl)-2-(2,6-dioxopiperidin-3-yl)isoindoline-1,3-dione CC1CN(CC(N1)C)C=1C=C2C(N(C(C2=CC1)=O)C1C(NC(CC1)=O)=O)=O